The molecule is a member of the class of 2-benzofurans that is 2-benzofuran-1(3H)-one substituted by hydroxy groups at positions 5 and 6, a methyl group at position 7 and a propylidene group at position 3. It has been isolated from Penicillium purpurogenum. It has a role as a metabolite and a Penicillium metabolite. It is a gamma-lactone, a member of 2-benzofurans and a member of catechols. CC/C=C\\1/C2=CC(=C(C(=C2C(=O)O1)C)O)O